(1S,3S,5S)-N-((R)-1-(5-carbamimidoylthiophen-2-yl)ethyl)-2-((4-(4-fluorophenoxy)benzoyl)glycyl)-5-methyl-2-azabicyclo[3.1.0]hexane-3-carboxamide C(N)(=N)C1=CC=C(S1)[C@@H](C)NC(=O)[C@H]1N([C@H]2C[C@]2(C1)C)C(CNC(C1=CC=C(C=C1)OC1=CC=C(C=C1)F)=O)=O